4-({(2S)-2-[4-{5-chloro-2-[4-(trifluoromethyl)-1H-1,2,3-triazol-1-yl]phenyl}-5-methoxy-2-oxopyridin-1(2H)-yl]butanoyl}-amino)-2-fluorobenzamide isopropyl-acetate C(C)(C)OC(C)=O.ClC=1C=CC(=C(C1)C1=CC(N(C=C1OC)[C@H](C(=O)NC1=CC(=C(C(=O)N)C=C1)F)CC)=O)N1N=NC(=C1)C(F)(F)F